(5-(3-fluoro-5-(trifluoromethoxy)phenyl)-1-(5-(trifluoromethyl)pyridin-3-yl)-1H-pyrazol-3-yl)carbamic acid tert-butyl ester C(C)(C)(C)OC(NC1=NN(C(=C1)C1=CC(=CC(=C1)OC(F)(F)F)F)C=1C=NC=C(C1)C(F)(F)F)=O